(7S,8aR)-2-amino-7-(2,3-dichloro-6-hydroxyphenyl)tetrahydro-imidazo[1,5-a]pyridine-1,3(2H,5H)-dione NN1C(N2[C@H](C[C@H](CC2)C2=C(C(=CC=C2O)Cl)Cl)C1=O)=O